pimelate C(CCCCCC(=O)[O-])(=O)[O-]